BrC=1C=C2C3(CN(C2=CC1)C(=O)C1=CC(=CC=C1)S(=O)(=O)N1CC2C(C2C1)(F)F)CCC1(CC3)CC1 (5''-bromodispiro[cyclopropane-1,1'-cyclohexane-4',3''-indolin]-1''-yl)(3-((6,6-difluoro-3-azabicyclo[3.1.0]hexan-3-yl)sulfonyl)phenyl)methanone